C=1(C(=CC=CC1)S(=O)(=O)[N-]C(=O)C=1OC2=C(C1)C=CC(=C2)N(C)C)C2=CC=CC=C2.[Na+] Sodium ([1,1'-biphenyl]-2-sulfonyl)[6-(dimethylamino)-1-benzofuran-2-carbonyl]azanide